NCCOCCOCCNC(=O)N=S1(CC(C#CC(C1)(C)C)(C)C)=O 1-(2-(2-(2-aminoethoxy)ethoxy)ethyl)-3-(3,3,6,6-tetramethyl-1-oxido-4,5-didehydro-2,3,6,7-tetrahydro-1λ6-thiepin-1-ylidene)urea